FC=1C=CC(=C(C1)NC(=O)C1(CCN(CC1)C(=O)OC(C)(C)C)C)C tert-butyl 4-((5-fluoro-2-methylphenyl)carbamoyl)-4-methylpiperidine-1-carboxylate